C(C1=CC=CC=C1)OC=1C=CC(=C(C1)C1=CC2=C(OCO2)C=C1)\C=C\[N+](=O)[O-] (E)-5-(5-(benzyloxy)-2-(2-nitrovinyl)phenyl)benzo[d][1,3]dioxole